FC(C1=NN=C(O1)C=1C=CC(=NC1)COC1=NOC=2CN(CCC21)C(=O)OC(C)(C)C)F tert-butyl 3-((5-(5-(difluoromethyl)-1,3,4-oxadiazol-2-yl) pyridin-2-yl) methoxy)-4,7-dihydroisoxazolo[5,4-C]pyridine-6(5H)-carboxylate